2-(3-(4-bromo-2,5-difluorophenyl)-2-oxotetrahydropyrimidin-1(2H)-yl)-4-methylthiazole-5-sulfonamide BrC1=CC(=C(C=C1F)N1C(N(CCC1)C=1SC(=C(N1)C)S(=O)(=O)N)=O)F